OC[C@@]12C[C@H](N([C@H]2C1)C(=O)OC(C)(C)C)C(=O)OCC1=CC=CC=C1 3-benzyl 2-(tert-butyl) (1S,3S,5R)-5-(hydroxymethyl)-2-azabicyclo[3.1.0]hexane-2,3-dicarboxylate